C(C)(C)(C)OC(=O)N1CCN(CC1)C1=NN(C(=C1)C(C)CC)C1=CC=C(C=C1)OC(F)(F)F.BrCCOC=1C=CC(=NC1)C1CCC(CC1)C(F)(F)F 5-(2-bromoethoxy)-2-(4-(trifluoromethyl)cyclohexyl)pyridine tert-butyl-4-[5-sec-butyl-1-[4-(trifluoromethoxy)phenyl]pyrazol-3-yl]piperazine-1-carboxylate